2-(2,4-dimethylphenyl)-5,6-dimethyl-2,5-dihydro-4H-pyrazolo[3,4-d]pyrimidin-4-one CC1=C(C=CC(=C1)C)N1N=C2N=C(N(C(C2=C1)=O)C)C